3,3-difluorocyclobutane-1-carboxamide FC1(CC(C1)C(=O)N)F